2-(o-fluorophenyloxy)benzoic acid FC1=C(C=CC=C1)OC1=C(C(=O)O)C=CC=C1